1H-1,3-benzodiazole-4-carbonitrile N1C=NC2=C1C=CC=C2C#N